C(C)(C)(C)OC(=O)NCC1=C(C=CC=C1)CC(=O)O 2-(2-(((tert-butoxycarbonyl)amino)methyl)phenyl)acetic acid